(3-(6-fluoro-1H-indol-3-yl)pyrrolidin-1-yl)propionic acid FC1=CC=C2C(=CNC2=C1)C1CN(CC1)C(C(=O)O)C